1,3-diamino-propylene NC=CCN